2-(2-aminoethyl)-6-(6-(4,4-difluoropiperidine-1-carbonyl)naphthalen-1-yl)phthalazin-1(2H)-one NCCN1C(C2=CC=C(C=C2C=N1)C1=CC=CC2=CC(=CC=C12)C(=O)N1CCC(CC1)(F)F)=O